bis-indenyl-dibenzyl-zirconium C1(C=CC2=CC=CC=C12)[Zr](CC1=CC=CC=C1)(CC1=CC=CC=C1)C1C=CC2=CC=CC=C12